(S)-2-((3-amino-5-methyl-4-oxo-2,3,4,5-tetrahydrobenzo[b][1,4]oxazepin-7-yl)oxy)-N-(2-hydroxy-2-methylpropyl)acetamide hydrochloride Cl.N[C@@H]1C(N(C2=C(OC1)C=CC(=C2)OCC(=O)NCC(C)(C)O)C)=O